C1(=CC=CC=C1)C(ON=C1CCCCC1)C1=C(C=CC=C1)C#C[Si](C(C)C)(C(C)C)C(C)C Cyclohexanone O-(phenyl-(2-((triisopropylsilyl)ethynyl)phenyl)methyl) oxime